NC=1C(=NC(=CN1)C1=C(C=C(C=C1)NC(C(O)C1=CC(=CC(=C1)F)F)=O)CC)C(=O)NC1COC1 3-amino-6-(4-(2-(3,5-difluorophenyl)-2-hydroxyacetamido)-2-ethyl-phenyl)-N-(oxetan-3-yl)pyrazine-2-carboxamide